C1(=C(C=CC=C1)C=1C(=C2C(=CC1)N=C1C=CC3=C4C=CC=CC4=NC3=C12)C1=CC=CC=C1)C=1C(=CC=CC1)C1=CC=CC=C1 (terphenylyl)(Phenyl)indolocarbazole